8-chloro-5-methoxy-1-[(3S)-1-(pyridin-3-ylmethyl)pyrrolidin-3-yl]-5,6-dihydro-4H-[1,2,4]triazolo[4,3-a][1]benzazepine ClC=1C=CC2=C(CC(CC=3N2C(=NN3)[C@@H]3CN(CC3)CC=3C=NC=CC3)OC)C1